COC([C@H](C(C)C)N=[N+]=[N-])=O (S)-2-azido-3-methylbutanoic acid methyl ester